5-bromo-2-methyl-3,4-dihydroisoquinolin-1(2H)-one BrC1=C2CCN(C(C2=CC=C1)=O)C